{8-[(3,4-dimethoxyphenyl)sulfonyl]-3,8-diazabicyclo[3.2.1]oct-3-yl}(1H-1,2,3-triazol-5-yl)methanone COC=1C=C(C=CC1OC)S(=O)(=O)N1C2CN(CC1CC2)C(=O)C2=CN=NN2